5-(p-tolyl)-1H-tetrazole CC1=CC=C(C=C1)C2=NNN=N2